N-(8-amino-2,7-naphthyridin-4-yl)-2-((2R,5S)-5-methyl-2-(2-(1-methylpiperidin-4-yl)benzo[d]thiazol-5-yl)piperidin-1-yl)-2-oxoacetamide NC=1N=CC=C2C(=CN=CC12)NC(C(=O)N1[C@H](CC[C@@H](C1)C)C=1C=CC2=C(N=C(S2)C2CCN(CC2)C)C1)=O